(6α)-3-methoxy-6-{2-[2-(2-methoxyethoxy)ethoxy]ethoxy}-17-methylmorphinan, hydrochloride salt Cl.COC=1C=CC=2C[C@@H]3[C@@H]4CC[C@@H](C[C@@]4(C2C1)CCN3C)OCCOCCOCCOC